5-[2-[[(3R)-1-(2-Hydroxyethyl)-3-piperidyl]amino]oxazolo[4,5-b]pyrazin-5-yl]-6-(methoxymethyl)-2,3-dihydrobenzofuran-4-ol OCCN1C[C@@H](CCC1)NC=1OC=2C(=NC(=CN2)C2=C(C=C3C(CCO3)=C2O)COC)N1